(S)-3-(4-iodophenoxy)pyrrolidine-1-carboxylic acid tert-butyl ester C(C)(C)(C)OC(=O)N1C[C@H](CC1)OC1=CC=C(C=C1)I